(R)-N-((3-chloro-4-fluorophenyl)(6-(difluoromethoxy)pyridin-2-yl)methyl)-2-methylpropane-2-sulfinamide ClC=1C=C(C=CC1F)C(N[S@](=O)C(C)(C)C)C1=NC(=CC=C1)OC(F)F